CN(C(CCO)C)C 3-dimethylamino-1-butanol